C(C1=CC=CC=C1)N1N=C(N=C1)C(=O)NC1C(N(C=2N(CC1)N=C(C2)C)C)=O 1-benzyl-N-(2,4-dimethyl-5-oxo-5,6,7,8-tetrahydro-4H-pyrazolo-[1,5-a][1,3]diazepin-6-yl)-1H-1,2,4-triazole-3-carboxamide